C[Si](C)(C)C#CC1=CC=C(C=C1)B1OC(C)(C)C(C)(C)O1 4-((trimethylsilyl)ethynyl)benzeneboronic acid pinacol ester